(Z)-1-bromo-4-styrylbenzene BrC1=CC=C(C=C1)\C=C/C1=CC=CC=C1